C(C)(C)(C)OC(=O)NCC(CC(=O)O)O 4-(tert-butoxycarbonylamino)-3-hydroxy-butanoic acid